C(O[C@@H]1[C@H](O[C@H]([C@H]1F)N1C=C(C2=C1N=CN=C2N)I)CO)(OC2COCC2)=O (2R,3R,4S,5R)-5-(4-Amino-5-iodo-7H-pyrrolo[2,3-d]pyrimidin-7-yl)-4-fluoro-2-(hydroxymethyl)tetrahydrofuran-3-yl (tetrahydrofuran-3-yl) carbonate